7,7-diethoxy-(5E)-1,5-heptadien-3-yne C(C)OC(/C=C/C#CC=C)OCC